tert-Butyl N-[2-amino-4-(3,6-dihydro-2H-pyran-4-yl)-3-fluorophenyl]carbamate NC1=C(C=CC(=C1F)C=1CCOCC1)NC(OC(C)(C)C)=O